C(\C=C\C=C\C)(=O)[O-].[K+] potassium sorbate salt